COC1=CC=C(CN2C(=NC=3C2=NC=CC3)N[C@@H]3C[C@H](CC3)N)C=C1 (1S,3S)-N1-(3-(4-Methoxybenzyl)-3H-imidazo[4,5-b]pyridin-2-yl)cyclopentane-1,3-diamine